C(C)(C)(C)OC(=O)NC(=N)N(C1=CC=C(C=C1)S(=O)(=O)C)C(=O)OC(C)(C)C N,N'-di-tert-butoxycarbonyl-N'-(4-methanesulfonylphenyl)guanidine